C(C)(C)(C)OC(=O)NCCOCCOCCOCC(=O)[O-] 2-[2-[2-[2-(tert-butoxycarbonylamino)ethoxy]ethoxy]ethoxy]acetate